CC1=C(C(=CC(=C1)C(F)(F)F)C)N1N=C(C(=C(C1=O)N1N=C(C=C1)C)O)C(F)(F)F 2-[2,6-dimethyl-4-(trifluoromethyl)phenyl]-5-hydroxy-4-(3-methyl-1H-pyrazol-1-yl)-6-(trifluoromethyl)pyridazin-3(2H)-one